(R)-6-(5-(2,2-difluorovinyl)pyridin-3-yl)-N-(1-(4-fluorophenyl)ethyl)-1,2,4-triazin-3-amine FC(=CC=1C=C(C=NC1)C1=CN=C(N=N1)N[C@H](C)C1=CC=C(C=C1)F)F